COC1=CC=C(CNC(=O)NC2=CC=CC=C2)C=C1 N-(4-methoxybenzyl)-N'-phenylurea